NOS(=O)(=O)Cl (aminooxy)sulfonyl chloride